BrC=1C=NN(C1)CCCCN1C=C(C2=CC=CC(=C12)C)F 1-(4-(4-bromo-1H-pyrazol-1-yl)butyl)-3-fluoro-7-methyl-indole